ClC1=NC=C(C=C1C(C(=O)O)(C)C)F 2-(2-chloro-5-fluoropyridin-3-yl)-2-methylpropanoic acid